(S)-3-cyclopropyl-N-((S)-1-(2,4-difluorophenyl)ethyl)-2-(2,4-dioxo-1,4-dihydroquinazolin-3(2H)-yl)propanamide C1(CC1)C[C@@H](C(=O)N[C@@H](C)C1=C(C=C(C=C1)F)F)N1C(NC2=CC=CC=C2C1=O)=O